2-Amino-6-(dimethylphosphino)-1-(3-hydroxy-2,6-dimethylphenyl)-5-methyl-1H-pyrrole NC=1N(C(=CC1)C)C1C(=C(C=CC1(C)P(C)C)O)C